(S)-1-phenylpropyl acetate C(C)(=O)O[C@@H](CC)C1=CC=CC=C1